FC(C1=NN(C(=C1)C)C1=NC(=CC=C1C#N)N1C=NC2=C1C=C(C(=C2)OC2COC2)NC=2N=NC(=CC2)C)F 2-[3-(difluoromethyl)-5-methyl-pyrazol-1-yl]-6-[6-[(6-methylpyridazin-3-yl)amino]-5-(oxetan-3-yloxy)benzimidazol-1-yl]pyridine-3-carbonitrile